ClC1=CC2=C(C=N1)C(=NN2C2=NC(=NC(=C2)CC)C(C)(F)F)N2CC1N(C(C2)C1)CC 3-(6-chloro-1-(2-(1,1-difluoroethyl)-6-ethylpyrimidin-4-yl)-1H-pyrazolo[4,3-c]pyridin-3-yl)-6-ethyl-3,6-diazabicyclo[3.1.1]heptane